CC12C(CC(CC1)C(=O)[O-])O2 4-epoxy-1-methylcyclohexanecarboxylate